9-[1-[[6-chloro-2-(1-methyl-6-oxo-3-pyridyl)-3-pyridyl]amino]ethyl]-4-cyclopropyl-3-ethyl-7-methyl-pyrazolo[3,4-c]isoquinolin-5-one ClC1=CC=C(C(=N1)C1=CN(C(C=C1)=O)C)NC(C)C=1C=2C3=C(N(C(C2C=C(C1)C)=O)C1CC1)N(N=C3)CC